CC1=C(C(=C([CH-]1)C)C)C.[CH-]1C(=C(C(=C1C)C)C)C.[Fe+2] Octa-methyl-ferrocene